2-(1-acryloyl-4-(2-(3-(dimethylamino)azetidin-1-yl)-7-(6-fluoro-2,2-dimethyl-2,3-dihydro-4H-benzo[b][1,4]oxazin-4-yl)-5,6,7,8-tetrahydroquinazolin-4-yl)piperazin-2-yl)acetonitrile C(C=C)(=O)N1C(CN(CC1)C1=NC(=NC=2CC(CCC12)N1C2=C(OC(C1)(C)C)C=CC(=C2)F)N2CC(C2)N(C)C)CC#N